NC1=C(C2=C(N=C(N=C2)N2C[C@H](CC2)O)N1C1=C(C(=CC=C1C)O)C)C#N 6-amino-7-(3-hydroxy-2,6-dimethyl-phenyl)-2-[(3S)-3-hydroxypyrrolidin-1-yl]pyrrolo[2,3-d]pyrimidine-5-carbonitrile